N-(5-((4-((1-acetylindolin-7-yl)amino)pyrimidin-2-yl)amino)-2-((2-(dimethylamino)ethyl)(methyl)amino)-4-methoxyphenyl)acrylamide C(C)(=O)N1CCC2=CC=CC(=C12)NC1=NC(=NC=C1)NC=1C(=CC(=C(C1)NC(C=C)=O)N(C)CCN(C)C)OC